C(C)(C)(C)OC(=O)N1CCN(CC1)CCOC1=C(C=C(C=C1)N1C(N(C(C1(C)C)=O)C1=CC(=C(C=C1)C#N)C(F)(F)F)=S)Cl.C(CCCCCCC)OC1=C(C(=C(C(=C1F)F)F)F)F octyl-oxypentafluorobenzene tert-Butyl-4-(2-(2-chloro-4-(3-(4-cyano-3-(trifluoromethyl)phenyl)-5,5-dimethyl-4-oxo-2-thioxoimidazolidin-1-yl)phenoxy)ethyl)piperazine-1-carboxylate